BrC1=CC(=C(C=C1)NC(=O)C1CC1)C=O N-(4-bromo-2-formylphenyl)cyclopropanecarboxamide